2-(2,6-dimethoxyphenyl)-4-(acetoxy)-5-amino-3(2H)-furanone COC1=C(C(=CC=C1)OC)C1OC(=C(C1=O)OC(C)=O)N